C(C)OC(=O)C1=CN(C2=CC(=C(C=C2C1=O)Cl)F)C=1C=NC(=CC1)NC(C)=O 6-chloro-1-(6-acetamidopyridin-3-yl)-7-fluoro-4-oxoquinoline-3-carboxylic acid ethyl ester